tert-butyl (S)-5-methoxy-4-((5-(2-(3-methoxyazetidin-1-yl)-4-(methoxycarbonyl)phenyl)-6-azaspiro[2.5]octan-6-yl)methyl)-7-methyl-1H-indole-1-carboxylate COC=1C(=C2C=CN(C2=C(C1)C)C(=O)OC(C)(C)C)CN1[C@@H](CC2(CC2)CC1)C1=C(C=C(C=C1)C(=O)OC)N1CC(C1)OC